N1=C(C=CC=C1)C=1C=C(C(=O)O)C=C(C1)C1=NC=CC=C1 3,5-dipyridylbenzoic acid